3H-1,2,4-triazole-3-thione N1=NC(N=C1)=S